NC=1SC2=C(C1C#N)C(=C(C=C2)F)C=2C1=C(C=3C(=NC(=NC3C2F)OC[C@H]2N(CCOC2)C)N2C3CNCC2CC3)COC1 2-Amino-4-[1-(3,8-diazabicyclo[3.2.1]octan-8-yl)-5-fluoro-3-[[(3S)-4-methylmorpholin-3-yl]methoxy]-7,9-dihydrofuro[3,4-f]quinazolin-6-yl]-5-fluoro-benzothiophene-3-carbonitrile